3-((2-chlorobenzyl)oxy)-5-(1-(piperidin-4-yl)-1H-pyrazol-4-yl)pyridine hydrochloride salt Cl.ClC1=C(COC=2C=NC=C(C2)C=2C=NN(C2)C2CCNCC2)C=CC=C1